ClC1=C(C=CC(=C1)F)C(F)(F)F 2-chloro-4-fluorobenzotrifluoride